N-[(2S)-1-piperazin-1-ylpropan-2-yl]-8-(trifluoromethyl)quinazolin-4-amine hydrochloride Cl.N1(CCNCC1)C[C@H](C)NC1=NC=NC2=C(C=CC=C12)C(F)(F)F